3-((4-(hydroxymethyl)-5-methylthiazol-2-yl)(methyl)amino)propionitrile OCC=1N=C(SC1C)N(CCC#N)C